COC=1C(=C2C=CNC2=C(C1)C)CN1[C@@H](C[C@@]2(CCCO2)CC1)C1=CC=C(C(=O)O)C=C1 4-((5r,7s)-8-((5-methoxy-7-methyl-1H-indol-4-yl)methyl)-1-oxa-8-azaspiro[4.5]decan-7-yl)benzoic acid